CO[C@]1(C([C@@](CCC1)(C1=CC=C(C=C1)C(F)(F)F)NC)=O)C (2R,6R)-2-methoxy-2-methyl-6-methylamino-6-(4-(trifluoromethyl)phenyl)cyclohexan-1-one